5-[4-(3-ethyl-3-methyl-pyrrolidin-1-yl)pyrazolo[3,4-d]pyrimidin-2-yl]-1H-pyrimidine-2,4-dione C(C)C1(CN(CC1)C=1C=2C(N=CN1)=NN(C2)C=2C(NC(NC2)=O)=O)C